O[C@H]1C[C@H]2C[C@H]([C@H]3[C@@H]4CC[C@H]([C@@H](CCC(=O)NC5=CC=C(C=C5)S(=O)(=O)O)C)[C@]4([C@H](C[C@@H]3[C@]2(CC1)C)O)C)O 4-[(3α,7α,12α-trihydroxy-24-oxo-5β-cholan-24-yl)amino]benzenesulfonic acid